(2S,5R)-N-(2-(4,5-dichloro-2-fluorophenyl)propan-2-yl)-5-(hydroxymethyl)morpholine-2-carboxamide ClC1=CC(=C(C=C1Cl)C(C)(C)NC(=O)[C@@H]1CN[C@@H](CO1)CO)F